FC1=C(NC2=C(C=3C(C4=CC=CC=C4C(C3C(=C2F)F)=O)=O)F)C=C(C=C1)F (1s)-2-(2,5-difluoroanilino)-1,3,4-trifluoroanthraquinone